C[SiH](C)[Zr](C1C(=CC2=C(C=CC=C12)C1=CC=CC=C1)C)C1C(=CC2=C(C=CC=C12)C1=CC=CC=C1)C dimethylsilyl-bis(2-methyl-4-phenyl-indenyl)zirconium